(S)-tert-Butyl 1-(3-chloro-5-fluoro-2-((4-methoxyphenoxy)methyl)phenyl)ethyl(2-hydroxy-ethyl)carbamate ClC=1C(=C(C=C(C1)F)[C@H](C)N(C(OC(C)(C)C)=O)CCO)COC1=CC=C(C=C1)OC